OC=1C(=NC=CC1OC)C(=O)N[C@H](C(=O)OC1C(CC1)C1=CC=C(C=C1)F)C [2-(4-fluorophenyl) cyclobutyl] (2S)-2-[(3-hydroxy-4-methoxy-pyridine-2-carbonyl) amino]propanoate